C1=CC=C2C(=C1)C(=CN2)C[C@@H](C(=O)[O-])[NH3+] The molecule is an L-alpha-amino acid zwitterion obtained by transfer of a proton from the carboxy to the amino group of L-tryptophan; major species at pH 7.3. It is a tryptophan zwitterion and a L-alpha-amino acid zwitterion. It is a tautomer of a L-tryptophan.